2,4-Dioxo-3-(benzyl)-N-(2-chlorophenyl)-1,2,3,4-tetrahydropyrimidine-5-carboxamide O=C1NC=C(C(N1CC1=CC=CC=C1)=O)C(=O)NC1=C(C=CC=C1)Cl